COC1=C(C=CC(=C1)C1=NC=NN1C)NC=O N-(2-methoxy-4-(1-methyl-1H-1,2,4-triazol-5-yl)phenyl)formamide